F[C@@]1(C[C@H](N(C1)C(CNC(CCCOC1=CC=C(C=C1)F)=O)=O)C(=O)O)CF (2S,4R)-4-fluoro-4-(fluoromethyl)-1-{2-[4-(4-fluorophenoxy)butanamido]-acetyl}-pyrrolidine-2-carboxylic acid